1-(2-(4-methoxybenzoyl)-2-azaspiro[3.3]hept-6-yl)-3-(4-methoxybenzyl)urea COC1=CC=C(C(=O)N2CC3(C2)CC(C3)NC(=O)NCC3=CC=C(C=C3)OC)C=C1